N-(6-methoxy-1-methylindol-7-yl)-1,1-diphenylmethanimine COC1=CC=C2C=CN(C2=C1N=C(C1=CC=CC=C1)C1=CC=CC=C1)C